(2S)-2-({3-chloro-6-[6-(dimethylphosphoryl)pyridin-3-yl]-7-fluoro-2-methyl-1,5-naphthyridin-4-yl}amino)-2-(2-fluorophenyl)ethanol ClC=1C(=NC2=CC(=C(N=C2C1N[C@H](CO)C1=C(C=CC=C1)F)C=1C=NC(=CC1)P(=O)(C)C)F)C